CS(=O)(=O)C=1N=CC2=C(N1)N(C(C=C2)=O)C2C1(CC1)CCC2 2-(methylsulfonyl)-8-(spiro[2.4]heptan-4-yl)pyrido[2,3-d]pyrimidin-7(8H)-one